Methyl 4-amino-3-chloro-2,5-difluoro-benzoate NC1=C(C(=C(C(=O)OC)C=C1F)F)Cl